(6-chloro-5-ethyl-4-methylpyridazin-3-yl)-1,3-benzothiazol-2-amine ClC1=C(C(=C(N=N1)C1=CC=CC2=C1N=C(S2)N)C)CC